(4Z)-2-[[(1S,2S)-2-Hydroxyindan-1-yl]amino]-4-[(1-methylindazol-5-yl)methylene]-1H-imidazol-5-one O[C@@H]1[C@H](C2=CC=CC=C2C1)NC=1NC(/C(/N1)=C/C=1C=C2C=NN(C2=CC1)C)=O